(S)-N-((4R,7s)-3,3-difluoro-1-oxaspiro[3.5]nonan-7-yl)-4-(5-(5-fluoro-2-methoxypyridin-4-yl)-1H-pyrazole-3-carbonyl)-4-azaspiro[2.5]octane-7-carboxamide FC1(COC12CCC(CC2)NC(=O)[C@H]2CCN(C1(CC1)C2)C(=O)C2=NNC(=C2)C2=CC(=NC=C2F)OC)F